C(C)OC(CCC(=O)N1CC2=CC(=C(C(=C2C1)Cl)OCCCBr)OC)=O 4-(5-(3-bromopropyloxy)-4-chloro-6-methoxyisoindolin-2-yl)-4-oxobutanoic acid ethyl ester